ClC1=C(C(=O)NC=2OC(=NN2)C)C=CC(=C1[S@@](=O)C)C(F)F 2-chloro-N-(5-methyl-1,3,4-oxadiazol-2-yl)-3-[(S)-methylsulfinyl]-4-(difluoromethyl)benzamide